BrC=1C=C(C=CC1)C1C(=C(C(N1CCN1CCOCC1)=O)O)C(=O)C=1OC2=C(C1)C=CC=C2OC 5-(3-bromophenyl)-3-hydroxy-4-[(7-methoxy-1-benzofuran-2-yl)carbonyl]-1-[2-(4-morpholinyl)ethyl]-1,5-dihydro-2H-pyrrol-2-one